3,4-Dichloro-N-[2-[4-(hydroxymethyl)cyclohexyl]-6-(1-hydroxy-1-methyl-ethyl)indazol-5-yl]benzamide ClC=1C=C(C(=O)NC2=CC3=CN(N=C3C=C2C(C)(C)O)C2CCC(CC2)CO)C=CC1Cl